C(CN=[N+]=[N-])C(=O)O Azidopropionic acid